NC=1N=CN(C(C1C(=O)OC)=O)C1=C(C=C(C=C1Cl)CCOC)Cl methyl 4-amino-1-(2,6-dichloro-4-(2-methoxyethyl)phenyl)-6-oxo-1,6-dihydropyrimidine-5-carboxylate